C(#N)[C@@H](C[C@@H]1C(NCC1)=O)C1(N(CC(C1)C)C(=O)C=1NC2=CC=CC(=C2C1)OC)C(=O)N ((S)-1-cyano-2-[(3S)-2-oxopyrrolidin-3-yl]ethyl)-1-(4-methoxy-1H-indole-2-carbonyl)-4-methyl-pyrrolidine-2-carboxamide